2-(4,6-Dimethylpyrimidin-2-yl)octahydropyrrolo[3,4-c]pyrrol CC1=NC(=NC(=C1)C)N1CC2CNCC2C1